C(C)OC(=C)C1=NC(=CC=C1OCC1=CC=C(C=C1)OC)C 2-(1-ethoxyvinyl)-3-((4-methoxybenzyl)oxy)-6-methylpyridine